BrC1=CC=C(C=C1)C#CC1=C(C=CC=C1)C(C#CC1=CC=CC=C1)=O 1-(2-((4-bromophenyl)ethynyl)phenyl)-3-phenylprop-2-yn-1-one